ClC=1C=CC2=C([C@@H](C[C@H](O2)C(=O)NC23CC(C2)(C3)N3C=C(C=C3)C3=CC=C(C=C3)Cl)O)C1 (2S,4R)-6-chloro-N-{3-[3-(4-chlorophenyl)-1H-pyrrol-1-yl]bicyclo[1.1.1]pentan-1-yl}-4-hydroxy-3,4-dihydro-2H-1-benzopyran-2-carboxamide